monobromotrisilanol Br[SiH]([SiH2][SiH3])O